C(C)(C)(C)OC(=O)NC1(CC(C1)=C)C(=O)OCC ethyl 1-[(tert-butoxycarbonyl) amino]-3-methylenecyclobutane-1-carboxylate